but-2-yn-1-one C(C#CC)=O